FC1=C(C=CC=C1)S(=NC(=O)C1=NC=C(N=C1)C1=NOC(=N1)C(F)(F)F)(=O)C N-((2-fluorophenyl)(methyl)(oxo)-λ6-sulfaneylidene)-5-(5-(trifluoromethyl)-1,2,4-oxadiazol-3-yl)pyrazine-2-carboxamide